(+/-)-(1S,3S)-3-((2-(acetoxymethyl)-6-(5-(hydroxymethyl)-1-methyl-1H-pyrazol-4-yl)pyridin-3-yl)oxy)cyclohexane-1-carboxylic acid C(C)(=O)OCC1=NC(=CC=C1O[C@@H]1C[C@H](CCC1)C(=O)O)C=1C=NN(C1CO)C |r|